2-((2R,3S,4S,6R)-6-((S)-2,2-dimethyl-1,3-dioxolan-4-yl)-3-methyl-4-((triisopropylsilyl)oxy)tetrahydro-2H-pyran-2-yl)acetonitrile CC1(OC[C@H](O1)[C@H]1C[C@@H]([C@H]([C@H](O1)CC#N)C)O[Si](C(C)C)(C(C)C)C(C)C)C